2-{4-[2-(7,8-dimethyl[1,2,4]triazolo[1,5-a]pyridin-6-yl)-3-(propan-2-yl)-1H-indol-5-yl]piperidin-1-yl}acetamide CC1=C(C=2N(C=C1C=1NC3=CC=C(C=C3C1C(C)C)C1CCN(CC1)CC(=O)N)N=CN2)C